SCCSC(CS)CSCCS 2,3-bis(2-mercapto-ethylthio)-1-propyl mercaptan